FC=1C=C(C=CC1C)N1N=C2N=CN=C(C2=C1)N1CC(CCCC1)C(=O)NCC1=CC=C(C=C1)SC 1-(2-(3-fluoro-4-methylphenyl)-2H-pyrazolo[3,4-d]pyrimidin-4-yl)-N-(4-(methylthio)benzyl)azepane-3-carboxamide